[(2R,3R,5R)-3-[[(2S)-2-amino-3-methylbutanoyl]oxy]-4,4-difluoro-5-(2-oxo-4-[[(pentyloxy)carbonyl]amino]-1,2-dihydropyrimidin-1-yl)oxolan-2-yl]methyl (2S)-2-amino-3-methylbutanoate N[C@H](C(=O)OC[C@H]1O[C@H](C([C@@H]1OC([C@H](C(C)C)N)=O)(F)F)N1C(N=C(C=C1)NC(=O)OCCCCC)=O)C(C)C